6'-(((1S,3S)-3-(pyrrolo[2,1-f][1,2,4]triazin-2-ylamino)cyclopentyl)amino)-2H-[1,3'-bipyridin]-2-one N=1N2C(C=NC1N[C@@H]1C[C@H](CC1)NC1=CC=C(C=N1)N1C(C=CC=C1)=O)=CC=C2